Lithium difluoro(oxalic acid) borate B([O-])([O-])[O-].FOC(C(=O)OF)=O.[Li+].[Li+].[Li+]